OC1=C(N2C(C3=CC(=CC=C13)C=1C=NN(C1)C1=CC=CC=C1)=NC=N2)C(=O)NCC(=O)OCC ethyl (6-hydroxy-9-(1-phenyl-1H-pyrazol-4-yl)-[1,2,4]triazolo[5,1-a]isoquinoline-5-carbonyl)glycinate